6-methyl-5-hydroxy-1,3-diphenyl-8-methylpyrido[2,3-d]pyrimidine-2,4,7(1H,3H,8H)-trione CC1=C(C2=C(N(C(N(C2=O)C2=CC=CC=C2)=O)C2=CC=CC=C2)N(C1=O)C)O